6-Morpholin-4-yl-N-m-tolyl-N1-(3-trifluoromethylphenyl)-[1,3,5]triazine-2,4-diamine N1(CCOCC1)C1=NC(=NC(N1C1=CC(=CC=C1)C(F)(F)F)NC=1C=C(C=CC1)C)N